C(C)N1C=NC2=C1C=NC=C2C2=C(N=C(C(=N2)C(=O)N)NC2=CC=C(C=C2)N2CCOCC2)NC 6-(3-ethylimidazo[4,5-c]pyridin-7-yl)-5-(methylamino)-3-(4-morpholinoanilino)pyrazine-2-carboxamide